8-(azetidin-1-yl)-3-methyl-1-(1-methyl-5-(p-tolyl)-1H-pyrazol-4-yl)imidazo[1,5-a]pyrazine N1(CCC1)C=1C=2N(C=CN1)C(=NC2C=2C=NN(C2C2=CC=C(C=C2)C)C)C